(3,6-di-tert-butyl-9H-carbazol-9-yl)-3'-methyl-5-(2,4,4-trimethylpentan-2-yl)biphenyl-2-ol C(C)(C)(C)C=1C=CC=2N(C3=CC=C(C=C3C2C1)C(C)(C)C)C1=C(C(=CC(=C1)C(C)(CC(C)(C)C)C)C1=CC(=CC=C1)C)O